BrC1=C2C=NN(C2=CC2=C1C(C(C2)(F)F)=O)C2OCCCC2 4-bromo-6,6-difluoro-1-(tetrahydro-2H-pyran-2-yl)-6,7-dihydrocyclopenta[f]indazol-5(1H)-one